OCC(C(=O)O)(C)CO 2,2-bis(hydroxylmethyl)propionic acid